1-(4-(1-(difluoromethyl)-6-((5-methylthiazol-2-yl)amino)-1H-pyrrolo[3,2-c]pyridin-4-yl)-3,6-dihydropyridin-1(2H)-yl)prop-2-en-1-one FC(N1C=CC=2C(=NC(=CC21)NC=2SC(=CN2)C)C=2CCN(CC2)C(C=C)=O)F